CO[Si](CCCNCCC(=O)OCC(CCCC)CC)(OC)OC 2-ethylhexyl 3-((3-(trimethoxysilyl)propyl)amino)propanoate